(R,E)-2-methyl-N-(3-(trifluoro-methoxy)benzylidene)propane-2-sulfinamide CC(C)(C)[S@@](=O)/N=C/C1=CC(=CC=C1)OC(F)(F)F